Benzyl ((S)-(5-((((S)-2-amino-3,3,3-trifluoropropyl)amino)methyl)benzo[d]oxazol-2-yl)(4,4-difluorocyclohexyl)methyl)carbamate N[C@@H](CNCC=1C=CC2=C(N=C(O2)[C@H](C2CCC(CC2)(F)F)NC(OCC2=CC=CC=C2)=O)C1)C(F)(F)F